BrC1=C(C=CC=C1)C1=NC2=C(N1CC)C=CC(=C2)C(=O)OC methyl 2-(2-bromophenyl)-1-ethyl-benzimidazole-5-carboxylate